C(C)OS(=O)(=O)[O-].C(C)N1C=[N+](C=C1)C 1-ethyl-3-methyl-imidazolium ethyl-sulfate